1-propyl-6-amino-3,4-dihydroquinazoline-2(1H)-one C(CC)N1C(NCC2=CC(=CC=C12)N)=O